4-phenyl-5-(3,4-dimethoxyphenyl)-2-(trifluoromethyl)pyridine C1(=CC=CC=C1)C1=CC(=NC=C1C1=CC(=C(C=C1)OC)OC)C(F)(F)F